FC(OC1=C(C=C(C=C1)C=1C=C(C(N(N1)C(C)C1=CC=CC=C1)=O)C(F)(F)F)OC)F 6-(4-(difluoromethoxy)-3-methoxyphenyl)-2-(1-phenylethyl)-4-(trifluoromethyl)pyridazin-3(2H)-one